2-(4,6-dihydroxypyrimidin-2-yl)acetamide OC1=NC(=NC(=C1)O)CC(=O)N